trans-[(3S)-3-(5-fluoro-6-methylpyridin-3-yl)-1,2-oxazolidin-2-yl]-[4-[(8-fluoro-[1,2,4]triazolo[1,5-a]pyridin-6-yl)methyl]cyclohexyl]methanone FC=1C=C(C=NC1C)[C@H]1N(OCC1)C(=O)[C@@H]1CC[C@H](CC1)CC=1C=C(C=2N(C1)N=CN2)F